ClC=1C=C2C(=CC(=NC2=CC1)C(F)(F)F)N[C@@H]1C[C@@H](CCC1)NC(=O)C=1C(=NN(C1)CC(F)F)C N-[(1R,3S)-3-{[6-chloro-2-(trifluoromethyl)quinolin-4-yl]amino}cyclohexyl]-1-(2,2-difluoroethyl)-3-methyl-1H-pyrazole-4-carboxamide